C(C)(C)(C)C1CCC(C(C1)CCCO)=C 3-((1'R,5'R)-5'-(tert-butyl)-2'-methylencyclohexyl)propan-1-ol